ClC=1C=C2C(=CN1)NC(C2)=O 5-Chloro-1,3-dihydro-2H-pyrrolo[2,3-c]pyridin-2-one